naphthalen-2-yl-methyl-1,5-diazabicyclo[4.3.0]nonane C1=C(C=CC2=CC=CC=C12)C1(N2CCCC2NCC1)C